(S)-2-((1-methyl-1H-benzo[d]imidazol-2-yl)amino)-4-((2-((6-methylpyridin-3-yl)oxy)ethyl)(4-(5,6,7,8-tetrahydro-1,8-naphthyridin-2-yl)butyl)amino)butanoic acid CN1C(=NC2=C1C=CC=C2)N[C@H](C(=O)O)CCN(CCCCC2=NC=1NCCCC1C=C2)CCOC=2C=NC(=CC2)C